1-methyl-4-[4-(5-methyl-1,3-benzoxazol-2-yl)piperidin-1-yl]-7-{[oxiran-2-yl]methoxy}-2-oxo-1,2-dihydroquinoline-3-carboxamide CN1C(C(=C(C2=CC=C(C=C12)OCC1OC1)N1CCC(CC1)C=1OC2=C(N1)C=C(C=C2)C)C(=O)N)=O